CN(CCOC=1C=C(C=CC1)C(C(=O)OCC)(F)F)C Ethyl 2-(3-(2-(dimethylamino) ethoxy) phenyl)-2,2-difluoroacetate